COC1=C(C=CC=C1)N1CCN(CC1)CCCCNC=1C2=C(N=C(N1)CN1CCOCC1)SC1=C2CCCC1 N-(4-(4-(2-methoxyphenyl)piperazin-1-yl)butyl)-2-(morpholinomethyl)-5,6,7,8-tetrahydrobenzo[4,5]thieno[2,3-d]pyrimidin-4-amine